carbobenzoxy-L-leucinyl-L-leucinyl-L-leucin C(=O)(OCC1=CC=CC=C1)N[C@@H](CC(C)C)C(=O)N[C@@H](CC(C)C)C(=O)N[C@@H](CC(C)C)C(=O)O